C(#N)C1=CC=C(OC(C(=O)NC=2SC3=C(N2)C=C(C(=C3)OC)OC)C3=CC(=CC=C3)S(=O)(=O)C3=CC=C(C=C3)OC)C=C1 2-(4-Cyano-phenoxy)-N-(5,6-dimethoxy-benzothiazol-2-yl)-2-[3-(4-methoxy-benzenesulfonyl)-phenyl]-acetamide